(S)-tert-Butyl (1-(4-(benzyloxy)phenyl)-3-oxopropan-2-yl)carbamate C(C1=CC=CC=C1)OC1=CC=C(C=C1)C[C@@H](C=O)NC(OC(C)(C)C)=O